ortho-cymene-5-ol C=1(C(=CC=C(C1)O)C)C(C)C